tert-butyl 2-{4-[5-chloro-2-(5,6-dihydro-1,4,2-dioxazin-3-yl) phenyl]-5-methoxy-2-oxopyridin-1(2H)-yl}-4-methoxybutyrate ClC=1C=CC(=C(C1)C1=CC(N(C=C1OC)C(C(=O)OC(C)(C)C)CCOC)=O)C1=NOCCO1